CNC(=O)C=1C=NC=C(C1)NC(NC12CC3CC(CC(C1)C3)C2)=O N-methyl-5-({[(3r,5s)-adamantan-1-yl]carbamoyl}amino)pyridine-3-carboxamide